Cl.Cl.C1(=CC=CC=C1)C1N(CCC1)CCSC=1NC2=CC=CC=C2CN1 2-((2-(2-phenylpyrrolidin-1-yl)ethyl)thio)-1,4-dihydroquinazoline dihydrochloride